F[C@@H]1C(NC(C[C@@H]1N1C=CC2=C1N=NC(=C2)C2=CC1=C(N=C(O1)OC)C=C2O)(C)C)(C)C 6-{7-[(3S,4S)-3-fluoro-2,2,6,6-tetramethylpiperidin-4-yl]-7H-pyrrolo[2,3-c]pyridazin-3-yl}-2-methoxy-1,3-benzoxazol-5-ol